FC=1C=C(C#N)C=CC1COC1=NC2=C3CCNCC3=CC=C2C=C1 3-fluoro-4-(((7,8,9,10-tetrahydro-1,8-phenanthroline-2-yl)oxy)methyl)benzonitrile